1-ethyl-5-(4-fluorophenyl)-N-[3-fluoro-4-[(7-prop-1-en-2-yl-1,5-naphthyridin-4-yl)oxy]phenyl]-6-methyl-4-oxopyridazine-3-carboxamide C(C)N1N=C(C(C(=C1C)C1=CC=C(C=C1)F)=O)C(=O)NC1=CC(=C(C=C1)OC1=CC=NC2=CC(=CN=C12)C(=C)C)F